NC=1C=C(C(F)(F)F)C=C(C1)N 3,5-diaminotrifluorotoluene